ClCC(=O)NC1=CC=2C(C3=CC=C(C=C3C(C2C=C1)=O)NC(CCl)=O)=O 2-chloro-N-[6-[(2-chloroacetyl)amino]-9,10-dioxoanthracen-2-yl]acetamide